N1(C=NC=C1)C1=CC=C(C=C1)C1=CC(=NN1)NC1=CC(=C(C=C1C)NC(C)=O)F N-(4-((5-(4-(1H-imidazol-1-yl)phenyl)-1H-pyrazol-3-yl)amino)-2-fluoro-5-methylphenyl)acetamid